(S)-4-(cyclopropyl(4-(5,6,7,8-tetrahydro-1,8-naphthyridin-2-yl)butyl)amino)-2-((5-phenylpyrimidin-4-yl)amino)butanoic acid C1(CC1)N(CC[C@@H](C(=O)O)NC1=NC=NC=C1C1=CC=CC=C1)CCCCC1=NC=2NCCCC2C=C1